(±)-trans-N-(3-methyl-isoquinoline-5-yl)-4-phenyl-pyrrolidine-3-carboxamide dihydrochloride Cl.Cl.CC=1N=CC2=CC=CC(=C2C1)NC(=O)[C@@H]1CNC[C@H]1C1=CC=CC=C1 |r|